4'-chloro-5'-(2,6-dichloro-4-nitrophenoxy)spiro[cyclopropane-1,3'-indolin]-2'-one ClC1=C2C3(C(NC2=CC=C1OC1=C(C=C(C=C1Cl)[N+](=O)[O-])Cl)=O)CC3